P(=O)(OCC1=C(C=CC(=C1)NC(C[C@H]1C=2N(C3=C(C(=N1)C1=CC=C(C=C1)Cl)C(=C(S3)C)C)C(=NN2)C)=O)CCCN)(O)O (S)-2-(3-aminopropyl)-5-(2-(4-(4-chlorophenyl)-2,3,9-trimethyl-6H-thieno[3,2-f][1,2,4]triazolo[4,3-a][1,4]diazepin-6-yl)acetamido)benzyl dihydrogen phosphate